ClC=1C=C(C(=O)NC2CC23CCN(CC3)CC(C)C)C=C(C1)Cl 3,5-dichloro-N-(6-isobutyl-6-azaspiro[2.5]oct-1-yl)benzamide